[2,4'-bithiazolyl]-4-carboxamide S1C(=NC(=C1)C(=O)N)C=1N=CSC1